5-(8-((4-bromobenzyl)amino)quinolin-4-yl)picolinonitrile BrC1=CC=C(CNC=2C=CC=C3C(=CC=NC23)C=2C=CC(=NC2)C#N)C=C1